FC1=CC=C(C=C1)C1=NN2C(CN(CC2)C(C#C[C@@H]2N(CCC2)C(=O)OC(C)(C)C)=O)=C1C1=CC=NC=C1 tert-butyl (2R)-2-{3-[2-(4-fluorophenyl)-3-(pyridin-4-yl)-6,7-dihydropyrazolo[1,5-a]pyrazin-5(4H)-yl]-3-oxoprop-1-yn-1-yl}pyrrolidine-1-carboxylate